C1(CC1)CN1C(=CC2=CC=CC=C12)C1=NC=2C(=CC=3CCN(C(C3C2)=O)C[C@@H](C)OC2OCCCC2)N1C 2-(1-(cyclopropylmethyl)-1H-indol-2-yl)-1-methyl-6-((2R)-2-((tetrahydro-2H-pyran-2-yl)oxy)propyl)-1,6,7,8-tetrahydro-5H-imidazo[4,5-g]isoquinolin-5-one